tert-Butyl 4-(5-fluoro-4-methylpyrimidin-2-yl)-2,5-dihydro-1H-pyrrole-1-carboxylate FC=1C(=NC(=NC1)C1=CCN(C1)C(=O)OC(C)(C)C)C